FC1=CC=C2C(=CNC2=C1)C1CN(CC1)CCC(=O)NNC1=NC(=CC=C1)OC 3-(3-(6-fluoro-1H-indol-3-yl)pyrrolidin-1-yl)-N'-(6-methoxypyridin-2-yl)propanehydrazide